tert-butyl 8-(2-(4-((5-(3-(2-(pyridin-3-yl)ethyl)ureido)-2-(pyridin-4-yl)phenyl)ethynyl)benzamido)ethyl)-2,8-diazaspiro[4.5]decane-2-carboxylate N1=CC(=CC=C1)CCNC(NC=1C=CC(=C(C1)C#CC1=CC=C(C(=O)NCCN2CCC3(CCN(C3)C(=O)OC(C)(C)C)CC2)C=C1)C1=CC=NC=C1)=O